naphthoquinone hydrazone C1=CC=C2C(=C1)C(=CC=C2O)N=N